ClC=1C=C(C=C(C1C1=CSC=2N(C(C=CC21)=O)C(C)C)Cl)N2N=C(C(NC2=O)=O)C#N 2-(3,5-dichloro-4-(7-isopropyl-6-oxo-6,7-dihydrothieno[2,3-b]pyridin-3-yl)phenyl)-3,5-dioxo-2,3,4,5-tetrahydro-1,2,4-triazine-6-carbonitrile